FC(OC1=CC2=C(N=C(O2)C=2C(=C(C=CC2)C2=CC=CC=C2)C)C=C1CN1C(CCC1)(C(=O)O)C)F 1-((6-(difluoromethoxy)-2-(2-methyl-[1,1'-biphenyl]-3-yl)benzo[d]oxazol-5-yl)methyl)-2-methylpyrrolidine-2-carboxylic acid